CC(CCCCCOC(CCSCCC(C(NCCN1CCCCC1)=O)NC(CCCCC(CCSCCC(=O)[O-])SCCC(=O)[O-])=O)=O)C 3,3'-((8-((4-((3-((6-methylheptyl)oxy)-3-oxopropyl)thio)-1-oxo-1-((2-(piperidin-1-yl)ethyl)amino)butan-2-yl)amino)-8-oxooctane-1,3-diyl)bis(sulfanediyl))dipropionate